C(C1=CC=CC=C1)O[C@H]1[C@H]([C@@H](O[C@]1(CO[Si](C(C)C)(C(C)C)C(C)C)COCC1=CC=CC=C1)N1C=2N=C(NC(C2N=C1)=O)NC(C(C)C)=O)O N-[9-[(2R,3R,4S,5S)-4-benzyloxy-5-(benzyloxymethyl)-3-hydroxy-5-(triiso-propylsilyloxymethyl)tetrahydrofuran-2-yl]-6-oxo-1H-purin-2-yl]-2-methyl-propanamide